N-(Pyrazin-2-ylmethyl)cyclopropanecarboxamide N1=C(C=NC=C1)CNC(=O)C1CC1